O[C@H]1CCCN(C1)C(=O)O (2S,5S)-5-hydroxypiperidinic acid